5-[4-(2-tert-butylbenzoylamino)phenyl]-1H-naphtho[1,2-b][1,4]diazepine C(C)(C)(C)C1=C(C(=O)NC2=CC=C(C=C2)N2C3=C(NCC=C2)C2=CC=CC=C2C=C3)C=CC=C1